BrC=1C=C2C=CN(C(C2=CC1F)=O)CCCN(NC=1C=NN(C(C1C(F)(F)F)=O)COCC[Si](C)(C)C)C 6-Bromo-7-fluoro-2-[3-[methyl-[[6-oxo-5-(trifluoromethyl)-1-(2-trimethylsilylethoxymethyl)pyridazin-4-yl]amino]amino]propyl]isoquinolin-1-one